3-[[4-(2,6-dimethylphenyl)-6-[(2R)-2-[(5-isopropoxypyrimidin-2-yl)methylamino]-3-(1-methylcyclopropyl)propoxy]pyrimidin-2-yl]sulfamoyl]benzoic acid CC1=C(C(=CC=C1)C)C1=NC(=NC(=C1)OC[C@@H](CC1(CC1)C)NCC1=NC=C(C=N1)OC(C)C)NS(=O)(=O)C=1C=C(C(=O)O)C=CC1